FC=1C=C(COC=2C=C3N(C(N2)=O)CC2N3CCO2)C=C(C1OC=1C=NN(C1)C)F 6-((3,5-difluoro-4-((1-methyl-1H-pyrazol-4-yl)oxy)benzyl)oxy)-10,10a-dihydro-2H-oxazolo[3',2':3,4]imidazo[1,2-c]pyrimidin-8(3H)-one